(S)-2-(((1-((2-chloropyridin-4-yl)methyl)-1H-pyrazol-4-yl)methyl)amino)-7-cyclopropyl-4,8-dimethyl-7,8-dihydropteridin-6(5H)-one ClC1=NC=CC(=C1)CN1N=CC(=C1)CNC1=NC=2N([C@H](C(NC2C(=N1)C)=O)C1CC1)C